5-(4-(2-methoxyethoxy)phenyl)picolinonitrile COCCOC1=CC=C(C=C1)C=1C=CC(=NC1)C#N